Piperidin-4-ylmethyl (2-amino-5-(thiophen-2-yl)phenyl)carbamate NC1=C(C=C(C=C1)C=1SC=CC1)NC(OCC1CCNCC1)=O